C(\C=C/C(=O)O)(=O)OC(CN)=O glycine-maleic anhydride